2,7-dinitro-10-naphthalenyl-phenoxazine [N+](=O)([O-])C1=CC=2N(C3=CC=C(C=C3OC2C=C1)[N+](=O)[O-])C1=CC=CC2=CC=CC=C12